CC1=C(C=C(C(=C1)O)C(C)(C)C)C(CCC)(C1=C(C=C(C(=C1)C(C)(C)C)O)C)C1=C(C=C(C(=C1)C(C)(C)C)O)C tris-(2-methyl-4-hydroxy-5-tert-butylphenyl)-butane